ClC1=C(C=C(C=C1)[C@@H](CC(=O)O)C1CC1)NC[C@H]([C@H](C(F)(F)F)C)C1=CC2=CC=CC=C2C=C1 (S)-3-(4-Chloro-3-((2R,3R)-4,4,4-trifluoro-3-methyl-2-(naphthalene-2-yl)butanylamino)phenyl)-3-cyclopropylpropionic acid